4-(phenylsulfanyl)phenylbis(4-methoxyphenyl)sulfonium ethyl-5-fluoro-2-(trifluoromethyl)benzoate C(C)OC(C1=C(C=CC(=C1)F)C(F)(F)F)=O.C1(=CC=CC=C1)SC1=CC=C(C=C1)[S+](C1=CC=C(C=C1)OC)C1=CC=C(C=C1)OC